N1N=CC(=C1)CCNC(=O)C=1C=C(C2=C(C(CO2)(C2=CC=CC=C2)CO)C1)C(=O)NC N5-(2-(1H-pyrazol-4-yl)ethyl)-3-(hydroxymethyl)-N7-methyl-3-phenyl-2,3-dihydrobenzofuran-5,7-dicarboxamide